bis{(trifluoromethyl)aminophenoxy}biphenyl FC(F)(F)NC1=C(OC2=CC=C(C=C2)C2=CC=C(C=C2)OC2=C(C=CC=C2)NC(F)(F)F)C=CC=C1